NC1=NC=2C=CC(=CC2C2=C1COC2)C(=O)N(C(COC)(C)C)CC=2N=NC(=CC2)Br 4-amino-N-((6-bromo-3-pyridazinyl)methyl)-N-(1-methoxy-2-methyl-2-propanyl)-1,3-dihydrofuro[3,4-c]quinoline-8-carboxamide